4-((6-Chloropyridin-3-yl)methyl)-2-ethyl-1,2,4-thiadiazolidine-3,5-dione ClC1=CC=C(C=N1)CN1C(N(SC1=O)CC)=O